N1CCCC[C@]12CN(CCC2)C2=C1C(=NC=C2)NC=C1 4-[(6S)-1,8-diazaspiro[5.5]undecan-8-yl]-1H-pyrrolo[2,3-b]pyridine